[Cl-].C(CCCCCCCCCCC)C=1C(=C(C=CC1)[NH+](C)C)CCCCCCCCCCCC bisdodecyl-dimethyl-phenyl-ammonium chloride